Cyclohexanedicarboxylic anhydride C1CCC2(CC1)C(=O)OC2=O